BrC1=CC=C(C=N1)/C=C/C=1C=NC(=NC1)N1C[C@@H](N(CC1)C1=NC=CC=N1)COC (R,E)-5-(2-(6-bromopyridin-3-yl)vinyl)-2-(3-(methoxymethyl)-4-(pyrimidin-2-yl)piperazin-1-yl)pyrimidine